ClC1=C(C=C(C=C1)OC)C1=CC(=C(S1)C(=O)OC)NC(=O)NC1=CN=CC2=CC=C(C=C12)C(=O)OC methyl 4-[[5-(2-chloro-5-methoxy-phenyl)-2-methoxycarbonyl-3-thienyl]carbamoylamino]isoquinoline-6-carboxylate